N-(3-(4-(3-hydroxy-3-methylbutoxy)-6-(methylsulfonyl)pyridin-2-yl)-1-methyl-1H-pyrrolo[2,3-c]pyridin-5-yl)acetamide OC(CCOC1=CC(=NC(=C1)S(=O)(=O)C)C1=CN(C2=CN=C(C=C21)NC(C)=O)C)(C)C